4-benzylpiperazin C(C1=CC=CC=C1)N1CCNCC1